Tert-butyl (2S)-2-[[(4-methoxyphenyl)methyl-methyl-amino]methyl]morpholine-4-carboxylate COC1=CC=C(C=C1)CN(C)C[C@H]1CN(CCO1)C(=O)OC(C)(C)C